N-((1R)-3-cyano-3-azabicyclo[3.1.0]hexan-1-yl)-5-(4-phenoxypyridin-3-yl)-1H-pyrazole-3-carboxamide C(#N)N1C[C@]2(CC2C1)NC(=O)C1=NNC(=C1)C=1C=NC=CC1OC1=CC=CC=C1